N[C@@H](CO)[C@@H](\C=C\CCCCCCCCCCCCCC)O (2S,3R,E)-2-aminononadec-4-ene-1,3-diol